C(C)(C)(C)OC(=O)C=1C=C(C=C2C1N=C(S2)C2=C1N=CC(=NC1=CC(=C2)C)COC)OC 6-methoxy-2-(2-(methoxymethyl)-7-methylquinoxalin-5-yl)benzo[d]thiazole-4-carboxylic acid tert-butyl ester